O[C@@H]1[C@H](C[C@H](CC1)C1(C=C(NN1[C@@H](C)C1=CC=CC=C1)C(=O)NC)C(=O)N)C 5-((1S,3S,4S)-4-hydroxy-3-methylcyclohexyl)-N3-methyl-1-((S)-1-phenylethyl)-1H-pyrazole-3,5-dicarboxamide